OC1=C(C(=O)C2=CC=C(C=C2)CCC)C=CC(=C1)OC 2-hydroxy-4-methoxy-4'-propylbenzophenone